C(C1=CC=CC=C1)C1CCN(CC1)CC=1NC(=NN1)C=1NC2=CC=C(C=C2C1)C#N 2-(5-((4-benzylpiperidin-1-yl)methyl)-4H-1,2,4-triazol-3-yl)-1H-indole-5-carbonitrile